1,3,3-trimethyl-6-[1-(2,2,3,3,3-pentafluoropropyl)-1H-pyrazol-4-yl]-7-(trifluoromethyl)-1H,2H,3H,5H-imidazo[1,2-a]pyrimidine-2,5-dione CN1C(C(N2C1=NC(=C(C2=O)C=2C=NN(C2)CC(C(F)(F)F)(F)F)C(F)(F)F)(C)C)=O